[N+](=O)([O-])C1=C(C(=C(C(=C1C)[N+](=O)[O-])C)[N+](=O)[O-])C 2,4,6-trinitro-1,3,5-trimethylbenzene